FC1=CC=C(S1)CC[C@@]1(CN(CC1)C(C)(C)C=1C=NC(=CC1)C)C(C)(C)NS(N)(=O)=O |o1:8| (R or S)-2-(3-(2-(5-fluorothiophen-2-yl)ethyl)-1-(2-(6-methylpyridin-3-yl)propan-2-yl)pyrrolidin-3-yl)propan-2-yl-sulfamoylamine